(racemic)-4-(3-chloro-4-(9-(3-chlorobenzyl)-6-(1-methylcyclopropoxy)-9H-purin-8-yl)phenoxy)-2-methylbutanoic acid ClC=1C=C(OCC[C@H](C(=O)O)C)C=CC1C=1N(C2=NC=NC(=C2N1)OC1(CC1)C)CC1=CC(=CC=C1)Cl |r|